C(C)(=O)OC1O[C@@H]([C@H]([C@@H]([C@@H]1OCC1=CC=CC=C1)OC(C)=O)OC(C)=O)CC(F)(F)P(=O)(OCC)OCC (3S,4S,5R,6R)-3-(benzyloxy)-6-(2-(diethoxyphosphoryl)-2,2-difluoroethyl)tetrahydro-2H-pyran-2,4,5-triyl triacetate